4-[2-[6-(4-methylpiperazine-1-carbonyl)naphthalen-2-yl]ethylamino]quinoline-6-carbonitrile CN1CCN(CC1)C(=O)C=1C=C2C=CC(=CC2=CC1)CCNC1=CC=NC2=CC=C(C=C12)C#N